FC(C1=NNC(=C1)C=O)(F)F 3-(trifluoro-methyl)-1H-pyrazole-5-carbaldehyde